C(C)OC(=O)C=1[C@]2(C3=C(N(C1N)C1=CC=CC=C1)C(N(C3=O)CC(C)C)=O)C(N(C3=CC=CC=C32)C)=O (S)-Ethyl-2'-amino-6'-isobutyl-1-methyl-2,5',7'-trioxo-1'-phenyl-1',5',6',7'-tetrahydrospiro[indoline-3,4'-pyrrolo[3,4-b]-pyridine]-3'-carboxylate